1-(4-bromonaphthalen-1-yl)-1H-pyrrole-2,5-dione BrC1=CC=C(C2=CC=CC=C12)N1C(C=CC1=O)=O